3-bromo-4-chloro-2-(tetrahydro-2H-pyran-2-yl)-2H-pyrazolo[4,3-c]pyridine BrC=1N(N=C2C1C(=NC=C2)Cl)C2OCCCC2